(S)-2-((5-chloro-2-((4-(4-methylpiperazin-1-yl)phenyl)amino)pyrimidin-4-yl)amino)-6-(1-(2-fluorophenyl)ethoxy)benzonitrile ClC=1C(=NC(=NC1)NC1=CC=C(C=C1)N1CCN(CC1)C)NC1=C(C#N)C(=CC=C1)O[C@@H](C)C1=C(C=CC=C1)F